3-methyl-2-butanone CC(C(C)=O)C